C1(=CC(=CC=C1)C1=NC=NC2=CC=CC=C12)C 4-(m-tolyl)quinazoline